1,4-diaza-bicyclo[3.2.2]nonane-4-carboxamide N12CCN(C(CC1)CC2)C(=O)N